C(#N)C1=C(N=C(C=2CCNCC12)N1CCN(CC1)C(=O)OC(C)(C)C)N1CCS(CC1)(=O)=O Tert-butyl 4-(4-cyano-3-(1,1-dioxidothiomorpholino)-5,6,7,8-tetrahydro-2,6-naphthyridin-1-yl)piperazine-1-carboxylate